BrCCCCO bromobutyl alcohol